N1=C(C=CC=C1)C1=CC=C2C=CC=NC2=C1 7-(pyridin-2-yl)quinoline